4-(dimethylamino)-3-formyl-benzonitrile CN(C1=C(C=C(C#N)C=C1)C=O)C